(R)-2-(4-methoxybenzyl)-4-methylenepyrrolidine COC1=CC=C(C[C@H]2NCC(C2)=C)C=C1